OC1=CC=C(C=C1)CC(C(=O)O)=O 4-hydroxyphenyl-pyruvic acid